N-(4-{[6-(5-Chloro-2-Fluorophenyl)-3-Methylpyridazin-4-yl]Amino}Pyridin-2-yl)-3-[3-(Hydroxymethyl)-4-Methylpiperazin-1-yl]Propanamid ClC=1C=CC(=C(C1)C1=CC(=C(N=N1)C)NC1=CC(=NC=C1)NC(CCN1CC(N(CC1)C)CO)=O)F